BrC=1C=C(C=CC1)C1CC=CC=C1 1-(3-bromophenyl)-1H-benzol